C(C)(C)(C)C1=CC(=C(C=C1)C1=C(C2=C(CCC1)C=C(C=C2)O)C2=CC=C(C=C2)O[C@@H]2CN(CC2)CCCF)C 6-(4-tert-butyl-2-methyl-phenyl)-5-[4-[(3S)-1-(3-fluoropropyl)pyrrolidin-3-yl]oxyphenyl]-8,9-dihydro-7H-benzo[7]annulen-2-ol